3-ethylpyrazolo[1,5-a]pyridin-6-ol C(C)C=1C=NN2C1C=CC(=C2)O